((3-((9-((2-butyloctanoyl)oxy)nonyl)(2-hydroxyethyl)amino)propyl)azanediyl)bis(heptane-7,1-diyl) bis(4,4-bis(((Z)-oct-5-en-1-yl)oxy)butanoate) C(CCC\C=C/CC)OC(CCC(=O)OCCCCCCCN(CCCCCCCOC(CCC(OCCCC\C=C/CC)OCCCC\C=C/CC)=O)CCCN(CCO)CCCCCCCCCOC(C(CCCCCC)CCCC)=O)OCCCC\C=C/CC